C(CCC)C1=CC=C(C=C1)C#CC1=CC(=C(C=C1)NC=O)Cl N-(4-((4-butylphenyl)ethynyl)-2-chlorophenyl)carboxamide